C(C)(C)NC1=C(C=NC(=C1)B1OC(C(O1)(C)C)(C)C)C=1N=NN(C1)C1CCC(CC1)CO [4-[4-[4-(isopropylamino)-6-(4,4,5,5-tetramethyl-1,3,2-dioxaborolan-2-yl)-3-pyridyl]triazol-1-yl]cyclohexyl]methanol